(S)-1-(isoquinolin-5-yl)ethylamine C1=NC=CC2=C(C=CC=C12)[C@H](C)N